1,1,2-trimethyl-benzo[e]indole CC1(C(=NC=2C=CC3=C(C12)C=CC=C3)C)C